6-(4-chloro-3-pyridyl)-N'-(2-ethyl-4-hydroxy-phenyl)-4-[[(3S)-tetrahydrofuran-3-yl]amino]pyrrolo[1,2-b]pyridazine-3-carboxamidine ClC1=C(C=NC=C1)C=1C=C2N(N=CC(=C2N[C@@H]2COCC2)C(=NC2=C(C=C(C=C2)O)CC)N)C1